2-[methyl(pyridazin-4-yl)amino]ethanol CN(CCO)C1=CN=NC=C1